pentamethylene diacrylate C(C=C)(=O)OCCCCCOC(C=C)=O